1-[5-[(R)-ethylsulfinyl]-6-[5-methoxy-3-methyl-4-oxo-6-(trifluoromethyl)imidazo[4,5-c]pyridin-2-yl]-3-pyridyl]cyclopropanecarbonitrile C(C)[S@@](=O)C=1C=C(C=NC1C1=NC2=C(C(N(C(=C2)C(F)(F)F)OC)=O)N1C)C1(CC1)C#N